2-[4-(5-amino-2-methyl-1,2,4-triazol-3-yl)-2-methoxy-phenoxy]N-isopropyl-acetamide NC=1N=C(N(N1)C)C1=CC(=C(OCC(=O)NC(C)C)C=C1)OC